2-chloro-1,4-benzenediamine ClC1=C(C=CC(=C1)N)N